OC1=C(C=O)C=C(C=C1)C1=NC=CC(=N1)NC1=NC=C(C(=C1)NC(C)C)C(=O)N1[C@@H]([C@H](C1)CS(=O)(=O)C)C 2-hydroxy-5-(4-((4-(isopropylamino)-5-((2R,3S)-2-methyl-3-((methylsulfonyl)methyl)azetidine-1-carbonyl)pyridin-2-yl)amino)pyrimidin-2-yl)benzaldehyde